methyl 5-cyclopropyloxy-2-nitrobenzoate C1(CC1)OC=1C=CC(=C(C(=O)OC)C1)[N+](=O)[O-]